2-[[6-[(2-chloro-3-cyano-4-pyridinyl)amino]-3-methyl-2-oxo-benzimidazol-1-yl]methyl]cyclopentanecarboxylic acid ClC1=NC=CC(=C1C#N)NC=1C=CC2=C(N(C(N2C)=O)CC2C(CCC2)C(=O)O)C1